[Cl-].C[N+](C)(C)CCCC(CCCC(=C)C)=O N,N,N-trimethyl-3-(2-methyl-allyl-propionyl)-1-propyl-ammonium chloride